FC(CNC([O-])=O)F (2,2-difluoroethyl)carbamate